F[C@@H]1[C@@H]([C@@H](N(C1)C(=O)N(C)C)CC=1C(=C(C=CC1)C1=CC(=CC=C1)C)F)NS(=O)(=O)C (2S,3R,4S)-4-fluoro-2-[(2-fluoro-3'-methyl[1,1'-biphenyl]-3-yl)methyl]-3-[(methanesulfonyl)amino]-N,N-dimethylpyrrolidine-1-carboxamide